5-{4-[4-(3,5-dicyclopropylpyridin-2-yl)piperazine-1-carbonyl]-3-methylphenyl}-5-methylimidazolidine-2,4-dione C1(CC1)C=1C(=NC=C(C1)C1CC1)N1CCN(CC1)C(=O)C1=C(C=C(C=C1)C1(C(NC(N1)=O)=O)C)C